(1S,2S)-N-(6-(1-(6-cyclopropyl-8-(3-methyl-2,4-dioxoimidazolidin-1-yl)imidazo[1,2-a]pyridin-2-yl)ethoxy)pyrimidin-4-yl)-2-(4-methylpyrimidin-2-yl)cyclopropane-1-carboxamide C1(CC1)C=1C=C(C=2N(C1)C=C(N2)C(C)OC2=CC(=NC=N2)NC(=O)[C@@H]2[C@H](C2)C2=NC=CC(=N2)C)N2C(N(C(C2)=O)C)=O